6-(4-fluoro-2-methylphenoxy)-N-(2-methoxypyridin-4-yl)-3-(trifluoromethyl)imidazo[1,5-a]pyridine-7-carboxamide FC1=CC(=C(OC=2C(=CC=3N(C2)C(=NC3)C(F)(F)F)C(=O)NC3=CC(=NC=C3)OC)C=C1)C